COC=1C=C2C=CC(=CC2=C(C1OC)OC)C=O 6,7,8-trimethoxynaphthalene-2-carbaldehyde